FC1=C(C=CC=C1)N1N=CC(=C1)[C@H](CC)N1N=C(C=2C1=NC=NC2N)C=2C=NC(=NC2)C(F)(F)F 1-{(1S)-1-[1-(2-fluorophenyl)-1H-pyrazol-4-yl]propyl}-3-[2-(trifluoromethyl)pyrimidin-5-yl]-1H-pyrazolo[3,4-d]pyrimidin-4-amine